C1C(CC12CCC2)OC([C@@H](NP(=O)(OC2=C(C(=C(C(=C2F)F)F)F)F)OC2=CC=CC1=CC=CC=C21)C)=O ((naphthalen-1-yloxy)(perfluorophenoxy)phosphoryl)-L-alanine spiro[3.3]hept-2-yl ester